ethyl-3-((S)-2-hydroxy-3-((R)-8-(1-methyl-2,3-dihydro-1H-pyrido[2,3-b][1,4]oxazin-7-ylsulfonyl)-1-oxa-8-azaspiro[4.5]dec-3-ylamino)propoxy)benzenesulfonamide C(C)C1=C(C=CC=C1OC[C@H](CN[C@H]1COC2(C1)CCN(CC2)S(=O)(=O)C2=CC1=C(OCCN1C)N=C2)O)S(=O)(=O)N